O1C=C(C=C1)C(=O)NC=1C=C2C(=CNC2=CC1)C=1CCN(CC1)CCCCCC 5-(3-furoyl)amino-3-(1-hexyl-1,2,3,6-tetrahydropyridin-4-yl)-1H-indole